O1C(=CC2=C1C=CC=C2)[C@H](C)[NH-] (S)-N-(1-(benzofuran-2-yl)ethyl)-amide